3-chloro-4-[5-[(2-fluoro-4-methyl-6-nitrophenyl)amino]-1,3-dimethyl-1H-pyrazol-4-yl]benzonitrile ClC=1C=C(C#N)C=CC1C=1C(=NN(C1NC1=C(C=C(C=C1[N+](=O)[O-])C)F)C)C